tert-butyl (4S)-4-[3-(tert-butylsulfinylamino)-3-(2-pyridyl)butyl]-2,2-dimethyl-pyrrolidine-1-carboxylate C(C)(C)(C)S(=O)NC(CC[C@H]1CC(N(C1)C(=O)OC(C)(C)C)(C)C)(C)C1=NC=CC=C1